20-cyano-13-methylicosa-5,8,11,14-tetraenoate C(#N)CCCCCC=CC(C=CCC=CCC=CCCCC(=O)[O-])C